C1(=CC=CC=C1)C1(CC1)OC=1C=C(C=CC1NS(=O)(=O)CC(F)(F)F)C1=NNC(=C1C(=O)N)NC1=NC=CN=C1 3-(3-(1-phenylcyclopropoxy)-4-((2,2,2-trifluoroethyl)sulfonamido)phenyl)-5-(pyrazin-2-ylamino)-1H-pyrazole-4-carboxamide